1-methyl-N-(2-oxo-2-(4-(5-(trifluoromethyl)-1,2,4-oxadiazol-3-yl)phenyl)ethyl)-1H-imidazole-4-carboxamide CN1C=NC(=C1)C(=O)NCC(C1=CC=C(C=C1)C1=NOC(=N1)C(F)(F)F)=O